2'-(3-fluoro-4-(trifluoromethyl)benzyl)-1'-oxo-1',4'-dihydro-2'H-spiro[cyclopentane-1,3'-isoquinoline]-4'-carboxylic acid FC=1C=C(CN2C(C3=CC=CC=C3C(C23CCCC3)C(=O)O)=O)C=CC1C(F)(F)F